CC(=O)N[C@@H]1[C@H](C[C@@](O[C@H]1[C@@H]([C@@H](CO)O)O)(C(=O)O)O[C@@H]2[C@H]([C@@H](O[C@@H]([C@@H]2O[C@H]3[C@@H]([C@H]([C@H]([C@H](O3)CO)O)O)NC(=O)C)CO)O[C@@H]4[C@H](OC([C@@H]([C@H]4O)O)O)CO)O)O The molecule is a branched amino tetrasaccharide consisting of the linear sequence beta-D-GalNAc-(1->4)-beta-D-Gal-(1->4)-D-Glc having a Neu5Ac residue attached to the galactose via an alpha-(2->3) linkage. It is an amino tetrasaccharide and a galactosamine oligosaccharide.